C(=O)(OC(C)(C)C)NCCCCl N-Boc-3-chloropropylamine